Ethyl (E)-4-(2-((4-methoxy-1H-indole-2-carbonyl)-L-leucyl)-1-(((S)-2-oxopyrrolidin-3-yl)methyl)hydrazineyl)-4-oxobut-2-enoate COC1=C2C=C(NC2=CC=C1)C(=O)N[C@@H](CC(C)C)C(=O)NN(C[C@H]1C(NCC1)=O)C(/C=C/C(=O)OCC)=O